BrC1=C2C=CC=CC2=C(C2=CC=CC=C12)C1=CC=CC2=C1SC1=C2C=CC=C1 4-(10-Bromoanthracen-9-yl)dibenzothiophene